5-methyldodecane CC(CCCC)CCCCCCC